7-iodopyrrolo[2,1-f][1,2,4]triazine-4-pivalamide IC1=CC=C2C(=NC=NN21)CC(C(=O)N)(C)C